CN(CCC(CCCCCCCC\C=C/CCCCCCCC(=O)OC)CCCCCC)C methyl (9Z)-19-[2-(dimethylamino)ethyl]pentacos-9-enoate